ethoxy-diethylene glycol acrylate C(C=C)(=O)O.C(C)OC(COCCO)O